dl-2-(tetrahydrofuryl)propane O1C(CCC1)C(C)C